tert-butyl 4-{4-[(4-{1-[(tert-butoxy)carbonyl]-1,2,3,6-tetrahydropyridin-4-yl}-3-methoxyphenyl) carbamoyl]-3-fluorophenyl}-1,2,3,6-tetrahydropyridine-1-carboxylate C(C)(C)(C)OC(=O)N1CCC(=CC1)C1=C(C=C(C=C1)NC(=O)C1=C(C=C(C=C1)C=1CCN(CC1)C(=O)OC(C)(C)C)F)OC